CN(C1(CCC1)CNC)C N,N-dimethyl-1-(methylaminomethyl)cyclobutanamine